2-(2H-benzotriazol-2-yl)-6-(2-ethylhexyloxymethyl)-4-methylphenol N=1N(N=C2C1C=CC=C2)C2=C(C(=CC(=C2)C)COCC(CCCC)CC)O